C(#N)C1=CC(=C(OC[C@@H]2CN([C@H](O2)C(F)(F)F)C2=CC(=C(C#N)C=C2)C(F)(F)F)C=C1)[N+](=O)[O-] 4-((2R,5S)-5-((4-Cyano-2-nitrophenoxy)methyl)-2-(trifluoromethyl)oxazolidin-3-yl)-2-(trifluoromethyl)benzonitril